C(C)C1=CN=C2N1C=C(C=N2)C=2C=CN1N=C(N=CC12)C1(CC(C1)NC)N 1-(5-(3-ethylimidazo[1,2-a]pyrimidin-6-yl)pyrrolo[2,1-f][1,2,4]triazin-2-yl)-N3-methylcyclobutane-1,3-diamine